C[Si](CC=C)(CCC)C 3-(dimethyl-n-propylsilyl)-1-propene